Methyl 2-(2-(3-oxa-6-azabicyclo[3.1.1]heptan-6-yl)-6-methoxybenzo[d]thiazole-7-carboxamido)-4-fluorobenzoate C12COCC(N1C=1SC3=C(N1)C=CC(=C3C(=O)NC3=C(C(=O)OC)C=CC(=C3)F)OC)C2